O1C=CC2=NC(=CC=C21)CN2C(C1=CC=C(C=C1C=N2)S(=O)(=O)C=2C=NN(C2)C)=O 2-(furo[3,2-b]pyridin-5-ylmethyl)-6-((1-methyl-1H-pyrazol-4-yl)sulfonyl)phthalazin-1(2H)-one